(2r,3r,4s,5r,6s)-3-hydroxy-2-(hydroxymethyl)-4-(4-(3,4,5-trifluorophenyl)-1H-1,2,3-triazol-1-yl)-1,7-dioxaspiro[5.5]undecan-5-yl 3-methoxybenzoate COC=1C=C(C(=O)O[C@@H]2[C@H]([C@H]([C@H](O[C@]23OCCCC3)CO)O)N3N=NC(=C3)C3=CC(=C(C(=C3)F)F)F)C=CC1